CC=1C=C2C(=NC(N(C2=CC1OC(F)(F)F)C1=C(C=CC=C1)C)=O)NC 6-Methyl-4-(methylamino)-1-(o-tolyl)-7-(trifluoromethoxy)quinazolin-2(1H)-one